FC([C@H](O)C=1NC(=NN1)C1CC2(CN(C2)C(=O)N2CC(C2)C2=CC=C(C=C2)C2(CC2)C(F)(F)F)C1)(F)F [6-[5-[(1R)-2,2,2-trifluoro-1-hydroxy-ethyl]-4H-1,2,4-triazol-3-yl]-2-azaspiro[3.3]heptan-2-yl]-[3-[4-[1-(trifluoromethyl)cyclopropyl]phenyl]azetidin-1-yl]methanone